tert-butyl (2-(4-(cyclohexanecarboxamido)-2-fluorophenyl)-6-(4-methoxybenzyl)-5-oxo-5,6-dihydro-1,6-naphthyridin-4-yl)carbamate C1(CCCCC1)C(=O)NC1=CC(=C(C=C1)C1=NC=2C=CN(C(C2C(=C1)NC(OC(C)(C)C)=O)=O)CC1=CC=C(C=C1)OC)F